NCC(CN1N=CN(C1=O)C1=NC=C(C=C1C)C1=CC(=CC=C1)C=1C=NN(C1)CC)=C(F)F 2-[2-(aminomethyl)-3,3-difluoro-allyl]-4-[5-[3-(1-ethylpyrazol-4-yl)phenyl]-3-methyl-2-pyridyl]-1,2,4-triazol-3-one